CC1=CC(=C(C(=C1CC2=NCCN2)C)O)C(C)(C)C.Cl The molecule is a hydrochloride salt resulting from the reaction of equimolar quantities of oxymetazoline and hydrogen chloride. A direct-acting sympathomimetic with marked alpha-adrenergic activity, it is a vasoconstrictor that is used to relieve nasal congestion. It has a role as an alpha-adrenergic agonist, a nasal decongestant, a sympathomimetic agent and a vasoconstrictor agent. It contains an oxymetazoline(1+).